4-[(2-bromo-4-pyridyl)-(2,2-difluoroethyl)amino]-5-fluoro-1-(trideuteriomethyl)quinazolin-2-one BrC1=NC=CC(=C1)N(C1=NC(N(C2=CC=CC(=C12)F)C([2H])([2H])[2H])=O)CC(F)F